ClC=1C=NC=C(C1CC#N)OC 2-(3-chloro-5-methoxypyridin-4-yl)acetonitrile